C(C)(C)(C)C=1N=C(C2=C(N1)N(N=N2)CC2=NON=C2C)N2CC(CC2)N=C=S 5-tert-butyl-7-(3-isothiocyanatopyrrolidin-1-yl)-3-[(4-methyl-1,2,5-Oxadiazol-3-yl)methyl]-3H-[1,2,3]Triazolo[4,5-d]Pyrimidine